NCC=1C=C(C=NC1)C1=CC=C2C=NC(=NC2=C1)NC1=C(C=C2CCNCC2=C1)OC 7-[5-(aminomethyl)pyridin-3-yl]-N-(6-methoxy-1,2,3,4-tetrahydroisoquinolin-7-yl)quinazolin-2-amine